tert-butyl (R)-4-(4-(((S)-3-((tert-butyldimethylsilyl)oxy)-1-methoxy-1-oxopropan-2-yl)carbamoyl)thiazol-2-yl)-2-methylpiperazine-1-carboxylate [Si](C)(C)(C(C)(C)C)OC[C@@H](C(=O)OC)NC(=O)C=1N=C(SC1)N1C[C@H](N(CC1)C(=O)OC(C)(C)C)C